ClC=1C=C2C(=NC=NC2=C(C1C1=C(C=CC=C1OC)F)F)NC(=O)NC=1N=C(SC1)C#C 1-(6-chloro-8-fluoro-7-(2-fluoro-6-methoxyphenyl)quinazolin-4-yl)-3-(2-ethynyl-thiazol-4-yl)urea